C(C1=CC=CC=C1)C(C(=O)C1=C(C=CC=C1)C(C(C1=CC=CC=C1)(OC)OC)=O)(CCN1CCOCC1)N(C)C 2-benzyl-2-dimethylamino-4-morpholinobutyryl-2,2-dimethoxy-2-phenylacetophenone